(1R,5S)-7-chloro-2,3,4,5-tetrahydro-1H-1,5-methanobenzo[c]azepine ClC1=CC2=C([C@@H]3NCC[C@H]2C3)C=C1